ClC=1C=C(C(F)(F)F)C=CC1Cl 3,4-dichloro-trifluorotoluene